C(#N)C1=C(CN2N=C(C3=CC=C(C=C23)C(C(=O)O)(F)F)C)C(=CC=C1)C [1-(2-cyano-6-methylbenzyl)-3-methyl-1H-indazol-6-yl]difluoroacetic acid